6-(2-((4-(Pentafluoro-λ6-sulfaneyl)phenyl)amino)pyridin-3-yl)quinazolin-4-amine FS(C1=CC=C(C=C1)NC1=NC=CC=C1C=1C=C2C(=NC=NC2=CC1)N)(F)(F)(F)F